2-(4-(1-(4-chloro-3-fluorophenyl)-3,3-dimethyl-2,3-dihydro-1H-pyrrolo[3,2-b]pyridine-5-carbonyl)-3,3-dimethylpiperazin-1-yl)-4-methylpyrimidine-5-carboxylic acid ClC1=C(C=C(C=C1)N1CC(C2=NC(=CC=C21)C(=O)N2C(CN(CC2)C2=NC=C(C(=N2)C)C(=O)O)(C)C)(C)C)F